3-(4-(difluoromethoxy)-3-fluoro-2-methoxyphenyl)-4,5-dimethyl-5-(trifluoromethyl)tetrahydrofuran-2-carboxylic acid FC(OC1=C(C(=C(C=C1)C1C(OC(C1C)(C(F)(F)F)C)C(=O)O)OC)F)F